ClC=1C=C(C(=C2C(N(CC12)[C@H]1C(NC(CC1)=O)=O)=O)F)CNC(OC1CC(C1)C=1C2=C(C=NC1C)SC=N2)=O (1r,3r)-3-(6-methylthiazolo[5,4-c]pyridin-7-yl)cyclobutyl ((7-chloro-2-(2,6-dioxopiperidin-3-yl)-4-fluoro-3-oxoisoindolin-5-yl)methyl)carbamate